COC([C@H](NC(\C=C\C=1C(=NN(C1)C1=CC=CC=C1)C1=CC2=CC=CC=C2C=C1)=O)CC1=CC=C(C=C1)O)=O (E)-(3-(3-(naphthalen-2-yl)-1-phenyl-1H-pyrazol-4-yl)acryloyl)-D-tyrosine methyl ester